6-hydroxy-4,4-dimethyl-2,3-dihydroisoquinolin-1-oneAt OC=1C=C2C(C(NC(C2=CC1)=O)C(=O)[O-])(C)C